C(C)(C)(C)OC(=O)N1C[C@@H]([C@H](CC1)N)F tert-butyl-(3S,4S)-4-amino-3-fluoro-piperidine-1-carboxylate